NC1=NC=CC(=N1)C=1C2=C(C(=NC1)NCC=1C=C(C(=O)NCCC)C=CC1)CCO2 3-(((7-(2-aminopyrimidin-4-yl)-2,3-dihydrofuro[3,2-c]pyridin-4-yl)amino)methyl)-N-propylbenzamide